gamma-(2,3-epoxypropoxy)propyltriethoxysilane C(C1CO1)OCCC[Si](OCC)(OCC)OCC